FC(S(=O)(=O)OC1=C2CN(C(C2=C(C=C1)C)=O)C)(F)F (2,7-dimethyl-1-oxo-isoindolin-4-yl) trifluoromethanesulfonate